(((6-(piperazin-1-yl)pyridin-2-yl)oxy)methyl)benzonitrile N1(CCNCC1)C1=CC=CC(=N1)OCC1=C(C#N)C=CC=C1